methyl 4-[tert-butoxycarbonyl-[[4-[1-isopropyl-4-(trifluoromethyl)imidazol-2-yl]phenyl]methyl]amino]-6-(4-cyclopropyl-6-methoxy-pyrimidin-5-yl)-5-fluoro-pyridine-3-carboxylate C(C)(C)(C)OC(=O)N(C1=C(C=NC(=C1F)C=1C(=NC=NC1OC)C1CC1)C(=O)OC)CC1=CC=C(C=C1)C=1N(C=C(N1)C(F)(F)F)C(C)C